tert-Butyl 3-[2-fluoro-5-(trifluoromethyl)phenoxy]pyrrolidine-1-carboxylate FC1=C(OC2CN(CC2)C(=O)OC(C)(C)C)C=C(C=C1)C(F)(F)F